C(C)(C)(C)S(=O)N=C(C)C=1C=CC=CC1 3-(1-((tert-butylsulfinyl)imino)ethyl)benzene